ClC1=C(C=CC=C1)N1C(N=C(C2=C1C=C(S2)C(F)(F)F)NC2CC2)=O (2-chlorophenyl)-4-(cyclopropylamino)-6-(trifluoromethyl)thieno[3,2-d]pyrimidin-2(1H)-one